FC=1C=C(C=2N=C3C(=NC2C1)OCC1=C3C=CC=N1)[C@@H](C)N (R)-1-(9-fluoro-5H-pyrido[3',2':4,5]pyrano[2,3-b]quinoxalin-11-yl)ethan-1-amine